7-bromo-N,N-bis(4-methoxybenzyl)-2-((tetrahydrofuran-2-yl)methoxy)imidazo[2,1-f][1,2,4]triazin-4-amine BrC1=CN=C2C(=NC(=NN21)OCC2OCCC2)N(CC2=CC=C(C=C2)OC)CC2=CC=C(C=C2)OC